4-[4-[1-[4-(3-Hydroxyphenyl)phenyl]ethyl]piperazin-1-yl]-N-propylbenzamide OC=1C=C(C=CC1)C1=CC=C(C=C1)C(C)N1CCN(CC1)C1=CC=C(C(=O)NCCC)C=C1